((((2,5-dioxopyrrolidin-1-yl)oxy)carbonyl)oxy)-3-(4-isopropylphenyl)azetidine-1-carboxylic acid tert-butyl ester C(C)(C)(C)OC(=O)N1C(C(C1)C1=CC=C(C=C1)C(C)C)OC(=O)ON1C(CCC1=O)=O